C(=O)(O)C1=CC=C(CC2=NC(=CC(=C2)CC2=CC=C(C=C2)C(=O)O)CC2=CC=C(C=C2)C(=O)O)C=C1 2,4,6-tris(4-carboxybenzyl)pyridine